COC1=CC=C(CN(CC(=O)OC(C)(C)C)C=2C=3N(N=C(C2)N2CCOCC2)C(=CN3)C#CC)C=C1 tert-butyl N-(4-methoxybenzyl)-N-(6-morpholino-3-(prop-1-yn-1-yl)imidazo[1,2-b]pyridazin-8-yl)glycinate